FC1=C(C=C(C=C1)C(C)NC(=O)C=1C(=NC2=C(N=C(C=C2C1N1CCN[C@H](CC1)C)C)C1CC1)NCCC(=O)OCC)OC ethyl 3-{3-[N-(S)-1-(4-fluoro-3-methoxyphenyl)ethylcarbamoyl]-4-[(S)-5-methyl-1,4-diazepan-1-yl]-8-cyclopropyl-6-methyl-1,7-diaza-2-naphthylamino}propionate